BrC1=C(CC2C(CCC2)=O)C=CC=C1 2-(2-bromobenzyl)-1-cyclopentanone